C(C1=CC=CC=C1)OC=1C=C(C2=C(C(=CC=C2C1)F)OCCO[C@H]1CN(CCOC1)C(=O)OC(C)(C)C)B(O)O (S)-(3-(benzyloxy)-8-(2-((4-(tert-butoxycarbonyl)-1,4-oxazepan-6-yl)oxy)ethoxy)-7-fluoronaphthalen-1-yl)boronic acid